BrC=1C(=NC(=CC1)C)OC(F)F 3-bromo-2-(difluoromethoxy)-6-methylpyridine